(E)-N-(3-Methyl-4-(3-(3-methyl-4-(tetrahydro-2H-pyran-2-yloxy)phenyl)acryloyl)phenyl)acetamide CC=1C=C(C=CC1C(\C=C\C1=CC(=C(C=C1)OC1OCCCC1)C)=O)NC(C)=O